N1=CN=C2NC=NC2=C1N 9H-adenine